C(#N)C1=CN=C(N1)C(=O)NC=1C(=NC(=CC1)C1CC(OC(C1)(C)C)(C)CF)C1=CCC(CC1)(C)C 5-cyano-N-[2-(4,4-dimethylcyclohexen-1-yl)-6-[2-(fluoromethyl)-2,6,6-trimethyl-tetrahydropyran-4-yl]-3-pyridyl]-1H-imidazole-2-carboxamide